N-(6-((1H-pyrazol-1-yl)methyl)-4-(fluoromethoxy)benzo[d]isoxazol-3-yl)-6-cyclopropyl-2,4-dimethoxypyridine-3-sulfonamide N1(N=CC=C1)CC1=CC2=C(C(=NO2)NS(=O)(=O)C=2C(=NC(=CC2OC)C2CC2)OC)C(=C1)OCF